2,2-dimethyl-7-(2-((tetrahydro-2H-pyran-4-yl)amino)-7H-pyrrolo[2,3-d]pyrimidin-5-yl)chroman-4-one CC1(OC2=CC(=CC=C2C(C1)=O)C1=CNC=2N=C(N=CC21)NC2CCOCC2)C